dibenzyl-fumaric acid C(C1=CC=CC=C1)\C(=C(/C(=O)O)\CC1=CC=CC=C1)\C(=O)O